FC(C(=O)O)(F)F.O=C1N(CCNC1)CC(=O)N 2-(2-Oxopiperazin-1-yl)acetamide 2,2,2-trifluoroacetate